6-hydroxy-8-(2-phenylpropane-2-yl)-3,8-diazabicyclo[3.2.1]octane-3-carboxylic acid tert-butyl ester C(C)(C)(C)OC(=O)N1CC2CC(C(C1)N2C(C)(C)C2=CC=CC=C2)O